molybdenum-niobium-titanium [Ti].[Nb].[Mo]